BrC1=CC(=C2C(C=C(N(C2=C1)C(C)C)C(=O)OC)=O)Cl methyl 7-bromo-5-chloro-1-isopropyl-4-oxo-1,4-dihydroquinoline-2-carboxylate